C(C)OC(=O)C1=C(C2=C(S1)C=CC=C2OC)COC2=C(C=C(C=C2F)C(N)=O)F 3-((4-carbamoyl-2,6-difluorophenoxy)methyl)-4-methoxybenzo[b]thiophene-2-carboxylic acid ethyl ester